Bishydroxyl terephthalate C(C1=CC=C(C(=O)OO)C=C1)(=O)OO